C(CCCCCCCCCCC)C1=CC=C(C=C1)S(=O)(=O)O p-dodecylbenzenesulfonic acid